C1(CC1)C1=C(C=C(C(=C1)I)C)NC1=CC=C2C(=N1)C(N(C2)C)=O 2-((2-cyclopropyl-4-iodo-5-methylphenyl)amino)-6-methyl-5,6-dihydro-7H-pyrrolo[3,4-b]pyridin-7-one